[N+](=O)([O-])C1=C(C=CC=C1)N1CCN(CC1)CC1OCC2=CC(=C(C=C2C1=O)OC)OC 3-((4-(2-nitrophenyl)piperazin-1-yl)methyl)-6,7-dimethoxyisochroman-4-one